C1(CC1)S(=O)(=O)N1N=CC(=C1)C1=NC=CC(=N1)C1(NC=C(C(=C1)NC1CCC(CC1)CCN(C)C)C1=NN(C=C1)C)N 2-(2-(1-(Cyclopropylsulfonyl)-1H-pyrazol-4-yl)pyrimidin-4-yl)-N4-((1s,4s)-4-(2-(dimethylamino)ethyl)cyclohexyl)-5-(1-methyl-1H-pyrazol-3-yl)pyridine-2,4-diamine